BrC=1C=CC(=C(C#N)C1)OC=1C=C2CCC(NC2=CC1)=O 5-bromo-2-((2-oxo-1,2,3,4-tetrahydroquinolin-6-yl)oxy)benzonitrile